C(C)(C)(C)OC(CCCCCCCCCCC(C(=O)O)(CCCCCCCCCCC)C(=O)OC(C)(C)C)=O 13-tert-butoxy-2-tert-butoxycarbonyl-13-oxo-2-undecyl-tridecanoic acid